C(C)OC(=O)C=1NC=CC1NCCOC1(CCC1)C(F)(F)F 3-((2-(1-(trifluoromethyl)cyclobutoxy)ethyl)amino)-1H-pyrrole-2-carboxylic acid ethyl ester